N-[2-(4-nitrophenyl)propyl]acetamide [N+](=O)([O-])C1=CC=C(C=C1)C(CNC(C)=O)C